ClC=1C(N(C=CC1)C)=O chloro-1-methylpyridin-2-one